N1N=C(C=C1)OCC1=C(C=C(C#N)C=C1)F 4-(((1H-pyrazol-3-yl)oxy)methyl)-3-fluorobenzonitrile